N[C@H]1CN(CCC1)C(=O)C1=NN(C(=C1)C1=CC(=C(C#N)C=C1)F)C1=C(C=C(C=C1)C1CC1)Cl (R)-4-(3-(3-Aminopiperidin-1-carbonyl)-1-(2-chloro-4-cyclopropylphenyl)-1H-pyrazol-5-yl)-2-fluorobenzonitril